BrC=1C=C2C=NC(=NC2=C(C1)CC)N[C@@H]1CN(C[C@H](C1)F)C(=O)OC(C)(C)C tert-butyl (3S,5S)-3-((6-bromo-8-ethylquinazolin-2-yl) amino)-5-fluoropiperidine-1-carboxylate